C1(=CC=C(C=C1)NC(=O)N)C N-p-tolylurea